β-[3,5-di-tert-butyl-4-hydroxyphenyl]propionic acid n-octadecyl ester C(CCCCCCCCCCCCCCCCC)OC(CCC1=CC(=C(C(=C1)C(C)(C)C)O)C(C)(C)C)=O